3,3,3-Trifluoropropyl-trichlorosilane FC(CC[Si](Cl)(Cl)Cl)(F)F